FC=1C(=C(C=CC1)[C@H]1C2=C(CNC1)SC(=C2)C#N)C=2C(=NN(C2)C)C(F)(F)F (S)-4-((S)-3-fluoro-2-(1-methyl-3-(trifluoromethyl)-1H-pyrazol-4-yl)phenyl)-4,5,6,7-tetrahydrothieno[2,3-c]pyridine-2-carbonitrile